ethylene bislaurate C(CCCCCCCCCCC)(=O)OCCOC(CCCCCCCCCCC)=O